CC1(OC2=CC(=CC=C2C(C1)=O)C1=CNC=2N=C(N=CC21)N[C@@H]2CC[C@@H](CC2)OC(F)(F)F)C 2,2-dimethyl-7-(2-((cis-4-(trifluoromethoxy)cyclohexyl)amino)-7H-pyrrolo[2,3-d]pyrimidin-5-yl)chroman-4-one